ClC1=CC=C(CSSC=2OC3=C(N2)C=CC=C3)C=C1 2-((4-chlorobenzyl)disulfanyl)benzo[d]oxazole